FC1CN(C1)CCC=1C=CC(N(C1)[C@H](C(=O)N[C@@H](CC(=O)OC)C=1C=C(C=CC1)C1=C(C=CC=C1C)CCCCC=C)CC=C)=O Methyl (S)-3-((S)-2-(5-(2-(3-fluoroazetidin-1-yl)ethyl)-2-oxopyridin-1(2H)-yl)pent-4-enamido)-3-(2'-(hex-5-en-1-yl)-6'-methyl-[1,1'-biphenyl]-3-yl)propanoate